ClC=1C=CC(=NC1)C=1N=C2N(C=CC=C2)C1CN1C2CN(C(C1)CC2)C(=O)C2=NC(=CC=C2)OC(F)F (5-{[2-(5-Chloropyridin-2-yl)imidazo[1,2-a]pyridin-3-yl]methyl}-2,5-diazabicyclo[2.2.2]oct-2-yl)-[6-(difluoromethoxy)pyridin-2-yl]methanone